12,3,6,7,10,11-hexahydroxytriphenylene OC=1C(=C(C=C2C3=CC(=C(C=C3C=3C=C(C=CC3C12)O)O)O)O)O